COC1=CC=C(C=C1)CN(S(=O)(=O)[C@H](C)[C@H](CC#C)C)CC1=CC=C(C=C1)OC (2R,3S)-N,N-bis[(4-methoxyphenyl)methyl]-3-methyl-hex-5-yne-2-sulfonamide